[C@H]12OC[C@H](N(C1)C(=O)C1=C(C(=CC=C1)Br)F)C2 ((1R,4R)-2-oxa-5-azabicyclo[2.2.1]heptan-5-yl)(3-bromo-2-fluorophenyl)methanone